N-(3-(2-aminopropyl)-1,2,4-thiadiazol-5-yl)-5-(3-(difluoromethoxy)phenyl)-2-methylfuran-3-carboxamide NC(CC1=NSC(=N1)NC(=O)C1=C(OC(=C1)C1=CC(=CC=C1)OC(F)F)C)C